FC1=C(C=C(C=C1)F)C(CC=1C=C2C(=CN1)N(N=C2)C2OCCCC2)O (2,5-difluorophenyl)-2-(1-(tetrahydro-2H-pyran-2-yl)-1H-pyrazolo[3,4-c]pyridin-5-yl)ethan-1-ol